C1(=C(C(=CC(=C1)C)C)NC(COC1=CC=C2C=CC(=CC2=C1)/C=C/C(=O)OC)=O)C Methyl (E)-3-(7-(2-(mesitylamino)-2-oxoethoxy)naphthalen-2-yl)acrylate